1-((5-methylisoxazol-3-yl)methyl)-6-phenyl-3-trityl-1,3-dihydro-2H-imidazole CC1=CC(=NO1)CN1CN(C=C1)C(C1=CC=CC=C1C1=CC=CC=C1)(C1=CC=CC=C1)C1=CC=CC=C1